CS(=O)(=O)OCC1CN(C=2N(C1)N=CC2CC2=CC=C(C=C2)C(F)(F)F)C(=O)OC(C)(C)C tert-butyl 6-(((methylsulfonyl) oxy) methyl)-3-(4-(trifluoromethyl) benzyl)-6,7-dihydropyrazolo[1,5-a]pyrimidine-4(5H)-carboxylate